4-(4-fluoro-3-chloroanilino)-7-propargyloxy-6-nitroquinazoline FC1=C(C=C(NC2=NC=NC3=CC(=C(C=C23)[N+](=O)[O-])OCC#C)C=C1)Cl